[Cl-].O=C(C=C)OCCC1=C(C=CC=C1)C[NH3+] 2-(1-oxo-2-propenyl)oxylethyl-benzenemethanaminium chloride